Cl.COC1N(CC(NC1C)C)C(C)CC 2-methoxy(ethylethyl)-3,5-dimethylpiperazine hydrochloride